C(C)(C)N1N=NC=C1S(=O)(=O)N 1-isopropyl-1H-1,2,3-triazole-5-sulfonamide